C(C)OC1=C(C=CC(=C1C=O)C1CN(CC1)C(=O)C1=NC=C(C=C1)F)C1=CC=CC=C1 ethoxy-4-(1-(5-fluoropyridyl-formyl)pyrrolidin-3-yl)biphenyl-3-carbaldehyde